3-hydroxypropionic acid pentafluorophenyl ester FC1=C(C(=C(C(=C1OC(CCO)=O)F)F)F)F